2-chloro-4-{[3-(methylsulfanyl)phenyl]methyl}pyridine ClC1=NC=CC(=C1)CC1=CC(=CC=C1)SC